CC1=C(N=NC(=C1)N[C@H]1CN(CCC1)C[C@H]1NCCC1)C1=C(C=C(C=C1)C(F)(F)F)O 2-(4-methyl-6-(((R)-1-(((S)-pyrrolidin-2-yl)methyl)piperidin-3-yl)amino)pyridazin-3-yl)-5-(trifluoromethyl)phenol